rhodium-rhodium [Rh].[Rh]